ClC1=CC=C(C=C1)N=C1C(N(C2=CC=CC=C12)C)=O 3-((4-chlorophenyl)imino)-1-methylindol-2-one